N-(5-(2-(5-azaspiro[3.4]octan-5-yl)acetamido)-2-methylpyridin-3-yl)-6-(1-(2-methoxyethyl)-1H-pyrazol-4-yl)pyrazolo[1,5-a]pyrazine-3-carboxamide C1CCC12N(CCC2)CC(=O)NC=2C=C(C(=NC2)C)NC(=O)C=2C=NN1C2C=NC(=C1)C=1C=NN(C1)CCOC